5-((1-(4-((3-Fluoropyrrolidin-1-yl)methyl)-2-methyl-6-(trifluoromethyl)phenyl)-1H-imidazol-4-yl)amino)pyrazine-2-carbonitrile FC1CN(CC1)CC1=CC(=C(C(=C1)C(F)(F)F)N1C=NC(=C1)NC=1N=CC(=NC1)C#N)C